2-Amino-3,3-dicyclohexylpropionitrile NC(C#N)C(C1CCCCC1)C1CCCCC1